3-(4-((3,3-difluoropiperidin-1-yl)methyl)phenyl)-6-(pyridin-4-yl)imidazo[1,2-b]pyridazine FC1(CN(CCC1)CC1=CC=C(C=C1)C1=CN=C2N1N=C(C=C2)C2=CC=NC=C2)F